3-((3-(5-(7H-pyrrolo[2,3-d]pyrimidin-4-yl)pyridin-2-yl)-3,6-diazabicyclo[3.1.1]heptan-6-yl)methyl)-2-fluorophenol N1=CN=C(C2=C1NC=C2)C=2C=CC(=NC2)N2CC1N(C(C2)C1)CC=1C(=C(C=CC1)O)F